(2-(piperidin-4-yl)benzo[d]thiazol-6-yl)(pyrrolidin-1-yl)methanone N1CCC(CC1)C=1SC2=C(N1)C=CC(=C2)C(=O)N2CCCC2